N-[(1R,3S)-3-{[6-chloro-2-(trifluoromethyl)quinolin-4-yl]amino}cyclohexyl]-5-cyano-1H-pyrrole-3-carboxamide ClC=1C=C2C(=CC(=NC2=CC1)C(F)(F)F)N[C@@H]1C[C@@H](CCC1)NC(=O)C1=CNC(=C1)C#N